NC=1C=2N(C=CN1)C(=NC2C2=CC=C(C=C2)[C@](C)(C2=CC(=CC=C2)C(C(F)(F)F)(C)C)O)[C@H]2CN1C(CC[C@@H]1CC2)=O (6R,8aS)-6-[8-amino-1-(4-{(1R)-1-hydroxy-1-[3-(2,2,2-trifluoro-1,1-dimethylethyl)phenyl]ethyl}phenyl)imidazo[1,5-a]pyrazin-3-yl]hexahydroindolizin-3(2H)-one